3-(1-oxo-4-((5-(piperidin-1-yl)pentyl)thio)isoindolin-2-yl)piperidine-2,6-dione O=C1N(CC2=C(C=CC=C12)SCCCCCN1CCCCC1)C1C(NC(CC1)=O)=O